C(CC(=O)[O-])(=O)OC1CC(CCC1C(C)C)C monomenthyl malonate